(S)-4-methyl-6-((5-oxopyrrolidin-2-yl)methoxy)pyrido[3,4-g]isoquinolin-1(2H)-one formic acid salt C(=O)O.CC1=CNC(C2=CC=3C=CN=C(C3C=C21)OC[C@H]2NC(CC2)=O)=O